C(C)(C)(C)OC(=O)N1C=CC2=C(C(=CC(=C12)C)C1CC1)CN1[C@@H](CC2(CC(C2)(F)F)CC1)C1=CC=C(C=C1)C(=O)OC (S)-5-cyclopropyl-4-((2,2-difluoro-6-(4-(methoxycarbonyl)phenyl)-7-azaspiro[3.5]non-7-yl)methyl)-7-methyl-1H-indole-1-carboxylic acid tert-butyl ester